FC(C=1C=C(C=CC1)N1CCN(CC1)NCCC)(F)F 4-(3-trifluoromethylphenyl)piperazin-1-yl-propylamine